C(C1=CC=CC=C1)OC1=C(C=CC(=C1)CN1C=NC=2C1=NC=C(C2)I)O 2-(benzyloxy)-4-((6-iodo-3H-imidazo[4,5-b]pyridin-3-yl)methyl)phenol